The molecule is a C5-acylcarnitine in which the acyl group specified is valeroyl. It has a role as a metabolite. It derives from a valeric acid. CCCCC(=O)OC(CC(=O)[O-])C[N+](C)(C)C